ClC=1C=C2C(=CC1)NC(C21CCN(CC1)CCOC=1C=C(C2=C(COC(N2C2CC(C2)(C)O)=O)C1)F)=O 6-[2-(5-chloro-2-oxospiro[indoline-3,4'-piperidin]-1'-yl)ethoxy]-8-fluoro-1-(3-hydroxy-3-methylcyclobutyl)-1,4-dihydro-2H-3,1-benzoxazin-2-one